C(#N)C1=NC=C(C(=C1)C1=CC=2N(C=C1)N=C(C2)NC(=O)C2CC2)OC[C@H]2CN(CC2)CC(F)(F)F N-[5-[2-cyano-5-[[(3R)-1-(2,2,2-trifluoroethyl)pyrrolidin-3-yl]methoxy]-4-pyridyl]pyrazolo[1,5-a]pyridin-2-yl]cyclopropanecarboxamide